tert-butyl 4-(2-(S-methylsulfonimidoyl)ethyl)piperidine-1-carboxylate CS(=O)(=N)CCC1CCN(CC1)C(=O)OC(C)(C)C